ClC1=C(C(=O)NC=2C=C3C(=CNC3=CC2)C2CCN(CC2)C(C)CC)C=CC=C1 5-(2-chlorobenzoyl)amino-3-(1-(sec-butyl)piperidin-4-yl)-1H-indole